N-(4-(4-amino-3-(4-((5-chloro-6-methylpyridin-2-yl)oxy)-3-fluorophenyl)-7-cyano-1-methyl-1H-pyrrolo[3,2-c]pyridin-2-yl)phenyl)acrylamide NC1=NC=C(C2=C1C(=C(N2C)C2=CC=C(C=C2)NC(C=C)=O)C2=CC(=C(C=C2)OC2=NC(=C(C=C2)Cl)C)F)C#N